Cl.BrC1=CC=C(C(=N1)NC(=O)[C@H]1N[C@@H]2C[C@@H]2C1)C (1R,3S,5R)-N-(6-bromo-3-methylpyridin-2-yl)-2-azabicyclo[3.1.0]Hexane-3-carboxamide hydrochloride